OC1CCC(CC1)NC1=NC=CC(=N1)C1=NC=CC=N1 2'-(((1s,4s)-4-hydroxycyclohexyl)amino)-[2,4'-bipyrimidine]